((4-(3,5-bis(trifluoromethyl)phenyl)-1,3-oxazol-2-yl)thio)acetic acid ethyl ester C(C)OC(CSC=1OC=C(N1)C1=CC(=CC(=C1)C(F)(F)F)C(F)(F)F)=O